1-((4aR,6R,7R,8R,8aR)-6-allyl-7-methoxy-2,2-dimethylhexahydropyrano[3,2-d][1,3]dioxin-8-yl)-4-(3,4,5-trifluorophenyl)-1H-1,2,3-triazole C(C=C)[C@@H]1[C@@H]([C@H]([C@H]2OC(OC[C@H]2O1)(C)C)N1N=NC(=C1)C1=CC(=C(C(=C1)F)F)F)OC